methyl 7-(5-chloro-2-(2-(2-methyl-4-oxo-7,8-dihydro-4H-spiro[quinazoline-6,2'-[1,3]dioxolan]-3(5H)-yl)ethoxy)phenyl)-5-methylthieno[3,2-b]pyridine-3-carboxylate ClC=1C=CC(=C(C1)C1=C2C(=NC(=C1)C)C(=CS2)C(=O)OC)OCCN2C(=NC=1CCC3(OCCO3)CC1C2=O)C